BrCC1CCN(CC1)C(C)=O 1-(4-(bromomethyl)piperidin-1-yl)ethan-1-one